di(heptadecan-9-yl) 8,8'-((2-((2-hydroxyethyl)(methyl)amino)ethyl)azanediyl)dioctanoate OCCN(CCN(CCCCCCCC(=O)OC(CCCCCCCC)CCCCCCCC)CCCCCCCC(=O)OC(CCCCCCCC)CCCCCCCC)C